3,3'-Methylenebis(5-methyl-1,2,4-triazole) C(C1=NNC(=N1)C)C1=NNC(=N1)C